C(C)(C)N1CCN(CC1)C1=CC=C(C=C1)C=1C=C(C2=C(N(C(=N2)C)C)C1)NC1CCN(CC1)S(=O)(=O)C 6-(4-(4-isopropylpiperazin-1-yl)phenyl)-1,2-dimethyl-N-(1-(methylsulfonyl)piperidin-4-yl)-1H-benzo[d]imidazol-4-amine